N-(2-fluoro-4-((3-(2-(((3S,5S)-5-fluoropiperidin-3-yl)amino)pyrimidin-4-yl)pyridin-2-yl)oxy)-6-methoxyphenyl)-1-phenylmethanesulfonamide FC1=C(C(=CC(=C1)OC1=NC=CC=C1C1=NC(=NC=C1)N[C@@H]1CNC[C@H](C1)F)OC)NS(=O)(=O)CC1=CC=CC=C1